dibutyltin(IV) diacetate CCC[CH2].CCC[CH2].CC(=O)[O-].CC(=O)[O-].[Sn+2]